O[C@@H]1C[C@@H](OC2=C1C=CC=C2)C(=O)NC2CCC(CC2)N2N=CC(=C2)OCCOC(F)(F)F (2R,4R)-4-hydroxy-N-[(1r,4R)-4-{4-[2-(trifluoromethoxy)ethoxy]-1H-pyrazol-1-yl}cyclohexyl]-3,4-dihydro-2H-1-benzopyran-2-carboxamide